S1C(=CC(=C1)CN)CN 4-thiophenedimethylamine